7-Chloro-N-(diphenylmethylene)-1-(4-(trifluoromethyl)phenyl)-1H-indol-5-amine ClC=1C=C(C=C2C=CN(C12)C1=CC=C(C=C1)C(F)(F)F)N=C(C1=CC=CC=C1)C1=CC=CC=C1